tert-butyl 3-(6-chloro-1-(cyclopropylmethyl)-1H-pyrrolo[2,3-b]pyridin-2-yl)propiolate ClC1=CC=C2C(=N1)N(C(=C2)C#CC(=O)OC(C)(C)C)CC2CC2